(4-methyl-m-phenylene)bis(N',N'-dimethylurea) CC1=C(C=C(C=C1)NC(=O)N(C)C)NC(=O)N(C)C